N1(C=NC=C1)C=1C=C(C=CC1O)O 3-(imidazole-1-yl)-1,4-benzenediol